1-[2-(piperazin-1-yl)-1,6-naphthyridin-7-yl]-3-(2H-pyrazol-3-ylmethyl)urea N1(CCNCC1)C1=NC2=CC(=NC=C2C=C1)NC(=O)NCC=1NN=CC1